NC1=C(C(=O)NC2CCN(CC2)C(=O)OC(C)(C)C)C(=CC(=C1)Br)C tert-butyl 4-(2-amino-4-bromo-6-methylbenzamido)piperidine-1-carboxylate